C(C)S(=O)(=O)C1=CC=CC=2N(C(=NC21)C2=CN(C1=C(N=CC=C12)O)C)[C@@H](C1CCOCC1)C1=CC=CC=C1 (S)-3-(4-(ethylsulfonyl)-1-(phenyl(tetrahydro-2H-pyran-4-yl)methyl)-1H-benzo[d]imidazol-2-yl)-1-methyl-1H-pyrrolo[2,3-c]pyridin-7-ol